6-hydroxy-2-nonenal OC(CCC=CC=O)CCC